COC(C[C@H](C#CC)C1=CC=C(C=C1)O[C@@H](C)CC)=O (3S)-3-{4-[(2S)-but-2-yloxy]Phenyl}hex-4-ynoic acid methyl ester